CC1=C(C#N)C=C(C=C1)C#C[Si](C)(C)C 2-methyl-5-[2-(trimethylsilyl)ethynyl]benzonitrile